(S)-5-amino-N-(1-(4-bromo-2-fluorophenyl)ethyl)-N-ethyl-6,8-dihydro-1H-furo[3,4-d]pyrrolo[3,2-b]pyridine-2-carboxamide NC1=C2C(=C3C(=N1)C=C(N3)C(=O)N(CC)[C@@H](C)C3=C(C=C(C=C3)Br)F)COC2